COC(CC=1NC(C(=C(N1)O)OC)=O)=O 2-(4-hydroxy-5-methoxy-6-oxo-1H-pyrimidin-2-yl)acetic acid methyl ester